NC1=NC(N(C2=CC(=CC=C12)C1CC1)C1=C(C(=CC=C1)F)C)=O 4-amino-7-cyclopropyl-1-(3-fluoro-2-methylphenyl)quinazolin-2-one